(S)-6-((1-(2,4-difluorophenyl)ethyl)amino)-3-(tetrahydro-2H-pyran-4-yl)-1,3,5-triazine-2,4(1H,3H)-dione FC1=C(C=CC(=C1)F)[C@H](C)NC1=NC(N(C(N1)=O)C1CCOCC1)=O